FC=1C=CC(=NC1)NC(CN1C=2N(C3=C(C1=O)C=CC(=N3)C(F)(F)F)N=C(C2)C(F)(F)F)=O N-(5-Fluoropyridin-2-yl)-2-(5-oxo-2,8-bis(trifluoromethyl)pyrazolo[1,5-a]pyrido[3,2-e]pyrimidin-4(5H)-yl)acetamide